2-(7-phenyl[1,2,4]triazolo[1,5-a]pyrimidin-2-yl)-1H-isoindole-1,3(2H)-dione C1(=CC=CC=C1)C1=CC=NC=2N1N=C(N2)N2C(C1=CC=CC=C1C2=O)=O